(E)-3-methyl-2-(4-methyl-2-((triisopropylsilyl)ethynyl)naphthalen-1-yl)cyclohex-2-en-1-one-O-methyl oxime CO\N=C/1\C(=C(CCC1)C)C1=C(C=C(C2=CC=CC=C12)C)C#C[Si](C(C)C)(C(C)C)C(C)C